The molecule is an organic heterotetracyclic compound that is 1,3,4,9,10,10a-hexahydro-2H-10,4a-(epiminoethano)phenanthrene which is substituted by a methoxy group at position 6 and a methyl group at position 11. It is an aromatic ether, a morphinane alkaloid, a morphinane-like compound and an organic heterotetracyclic compound. CN1CCC23CCCCC2C1CC4=C3C=C(C=C4)OC